1-hexyl-4-nitroindan C(CCCCC)C1CCC2=C(C=CC=C12)[N+](=O)[O-]